3-[4-chloro-6-[(3S,5R)-3,5-dimethylpiperazin-1-yl]-2-pyridyl]-5-(trifluoromethyl)pyrazolo[1,5-a]pyridine ClC1=CC(=NC(=C1)N1C[C@@H](N[C@@H](C1)C)C)C=1C=NN2C1C=C(C=C2)C(F)(F)F